7-Fluoro-8-(5-{7-[(2R)-2-methylpyrrolidin-1-yl]-6,7,8,9-tetrahydro-5H-benzo[7]annulen-2-yl}-1H-pyrazolo[3,4-b]pyridin-3-yl)-2,3,4,5-tetrahydro-1,4-benzoxazepin-5-one FC=1C(=CC2=C(C(NCCO2)=O)C1)C1=NNC2=NC=C(C=C21)C=2C=CC1=C(CCC(CC1)N1[C@@H](CCC1)C)C2